C1(=CC=CC=C1)C=1N=C2N(C=C(C=C2C2=CC=CC=C2)C2=C(C(=O)N)C=CC=C2)C1 2-(2,8-diphenylimidazo[1,2-a]pyridin-6-yl)benzamide